P(=O)(OCC(F)(F)F)(OCC(F)(F)F)[O-] di(trifluoroethyl) phosphate